ClC1=NN(C(=C1)C(=O)OC)CCC1CCNCC1 methyl 3-chloro-1-(2-(piperidin-4-yl) ethyl)-1H-pyrazole-5-carboxylate